iron (III) 5,10,15,20-tetrakis(4-nitrophenyl)porphyrin [N+](=O)([O-])C1=CC=C(C=C1)C=1C2=CC=C(N2)C(=C2C=CC(C(=C3C=CC(=C(C=4C=CC1N4)C4=CC=C(C=C4)[N+](=O)[O-])N3)C3=CC=C(C=C3)[N+](=O)[O-])=N2)C2=CC=C(C=C2)[N+](=O)[O-].[Fe+3]